ClC=1C=C(CC2=CC3=C(S2)C(=CC=C3)C=3C=C(C(=O)NCCOC)C=CC3)C=C(C1)F 3-(2-(3-chloro-5-fluorobenzyl)benzo[b]thiophen-7-yl)-N-(2-methoxyethyl)benzamide